(2-dimethylaminoethyl)-[1,3]-dioxolane CN(CCC1OCCO1)C